(3aS,6S,7aS)-3a-(3,4-dimethoxyphenyl)-1-methyloctahydro-1H-indol-6-yl dihydrogen phosphate P(=O)(O[C@H]1CC[C@]2(CCN([C@H]2C1)C)C1=CC(=C(C=C1)OC)OC)(O)O